2-[4-[[4-[[2-(6-methyl-2-pyridyl)pyrimidin-4-yl]amino]pyrimidin-2-yl]amino]phenoxy]ethanol CC1=CC=CC(=N1)C1=NC=CC(=N1)NC1=NC(=NC=C1)NC1=CC=C(OCCO)C=C1